24(R)-ethylcholest-6-ene-5a-al C(C)[C@@H](C(C)C)CC[C@@H](C)[C@H]1CC[C@H]2[C@@H]3C=C[C@]4(CCCC[C@]4(C)[C@H]3CC[C@]12C)C=O